6-bromo-1-[(4-fluorophenyl)methyl]-4-methyl-N-(4-methylcyclohexyl)-2-oxo-1,8-naphthyridine-3-carboxamide BrC=1C=C2C(=C(C(N(C2=NC1)CC1=CC=C(C=C1)F)=O)C(=O)NC1CCC(CC1)C)C